7-morpholino-N-[(E)-m-tolylmethyleneamino]-2-(2-pyridyl)oxazolo[4,5-d]pyrimidin-5-amine O1CCN(CC1)C=1C2=C(N=C(N1)N/N=C/C=1C=C(C=CC1)C)N=C(O2)C2=NC=CC=C2